N-[(2-chloro-5-nitrophenyl)methyl]-cyclopropanecarboxamide ClC1=C(C=C(C=C1)[N+](=O)[O-])CNC(=O)C1CC1